2,4-diphenylcyclobutane-1-carboxylic acid C1(=CC=CC=C1)C1C(C(C1)C1=CC=CC=C1)C(=O)O